tri(isopropoxyphenyl)silane C(C)(C)OC1=C(C=CC=C1)[SiH](C1=C(C=CC=C1)OC(C)C)C1=C(C=CC=C1)OC(C)C